(R)-amino-hydroxybutyric acid N[C@](C(=O)O)(CC)O